CN(C)CC1=CC=C(C=C1)S(=O)(=O)NC(CC1=C(C=C(C=C1C(C)C)C#CC1CCOCC1)C(C)C)=O N-{4-[(dimethylamino)methyl]benzene-sulfonyl}-2-{4-[2-(oxan-4-yl)ethynyl]-2,6-bis(propan-2-yl)phenyl}acetamide